methyl 2-((2-(1-((tert-butoxycarbonyl) (2-(6-methoxy-3-nitropyridin-2-yl) ethyl)-amino) ethyl)-4-fluorophenyl) amino)-5-fluoro-4-(trifluoromethyl)-benzoate C(C)(C)(C)OC(=O)N(C(C)C1=C(C=CC(=C1)F)NC1=C(C(=O)OC)C=C(C(=C1)C(F)(F)F)F)CCC1=NC(=CC=C1[N+](=O)[O-])OC